C(#N)C=1C=C(C=CC1)N1C=C(C2=C1N=CN=C2N2C[C@H](N(CC2)C(=O)OC(C)(C)C)C)N2CCCC2 tert-butyl (R)-4-(7-(3-cyanophenyl)-5-(pyrrolidin-1-yl)-7H-pyrrolo[2,3-d]pyrimidin-4-yl)-2-methylpiperazine-1-carboxylate